CNCCCCCCCCCCCCCCCC N-methylhexadecylamine